ClC=1C=C(C=CC1C(=O)N1CCNCC1)NC(=O)C=1N(C(=CN1)C1=C(C(=C(C=C1)OCC#N)F)F)C N-(3-chloro-4-(piperazine-1-carbonyl)phenyl)-5-(4-(cyanomethoxy)-2,3-difluorophenyl)-1-methyl-1H-imidazole-2-carboxamide